ClC1=NSC=2C1=NC(=CC2C2=CN=NN2CC)N2[C@@H](COCC2)C (3R)-4-[3-chloro-7-(1-ethyl-1H-1,2,3-triazol-5-yl)-[1,2]thiazolo[4,5-b]pyridin-5-yl]-3-methylmorpholine